(S)-2-(((1-(4-fluoro-3-(trifluoromethyl)phenyl)cyclopropyl)amino)methyl)pyrrolidine-1-carboxylic acid tert-butyl ester C(C)(C)(C)OC(=O)N1[C@@H](CCC1)CNC1(CC1)C1=CC(=C(C=C1)F)C(F)(F)F